Allyl N-[[4-[2-[Bis[[3,4,5-tris[[tert-butyl(dimethyl)silyl]oxy]phenyl]methyl]amino]-2-oxo-ethoxy]phenyl]-(2,4-dimethoxyphenyl)methyl]carbamate [Si](C)(C)(C(C)(C)C)OC=1C=C(C=C(C1O[Si](C)(C)C(C)(C)C)O[Si](C)(C)C(C)(C)C)CN(C(COC1=CC=C(C=C1)C(NC(OCC=C)=O)C1=C(C=C(C=C1)OC)OC)=O)CC1=CC(=C(C(=C1)O[Si](C)(C)C(C)(C)C)O[Si](C)(C)C(C)(C)C)O[Si](C)(C)C(C)(C)C